3-(3-(4-(4-methylbenzyl)piperazin-1-yl)propyl)-1(3H)-isobenzofuranone CC1=CC=C(CN2CCN(CC2)CCCC2OC(C3=CC=CC=C23)=O)C=C1